C(C1=CC(=CC=C1O)C)C1=CC(=CC=C1O)C 2,2'-methylene-di-p-cresol